(R)-Benzyl(phenyl)phosphine oxide C(C1=CC=CC=C1)P(C1=CC=CC=C1)=O